C(C)(C)(C)OC(=O)N1C=NC2=C1C=CC=C2 1-t-butoxycarbonyl-benzimidazol